C(CCCCCCC\C=C/C\C=C/CCCCC)(=O)OCC(COC(CCC(OCCCCCCCC)OCCCCCCCC)=O)COC(=O)OCCCN(CC)CC (9Z,12Z)-3-((4,4-bis(octyloxy)butanoyl) oxy)-2-((((3-(diethylamino)propoxy) carbonyl)oxy)methyl)propyl octadeca-9,12-dienoate